FC1=CC=C(C=C1)NC(=O)C1(CC1)C(=O)NC1=CC(=C(C=C1)OC1=NC=NC2=CC(=C(C=C12)O)OC)F cyclopropane-1,1-dicarboxylic acid [3-fluoro-4-(6-hydroxy-7-methoxy-quinazolin-4-yloxy)-phenyl]-amide (4-fluoro-phenyl)-amide